IC1=CN(C=2N=C(N=CC21)N)C2CCC(CC2)=COC 5-iodo-7-(4-(methoxymethylene)cyclohexyl)-7H-pyrrolo[2,3-d]pyrimidine-amine